N1(CCOCC1)C=O (morpholin-4-yl)methanone